CC1=NC2=CC=CC(=C2C(N1[C@@H]1C(NC(CC1)=O)=O)=O)C#CCCCCCCN[C@@H]1[C@@]2(CC[C@H](C1)C2(C)C)C (S)-3-(2-methyl-4-oxo-5-(8-(((1R,2S,4R)-1,7,7-trimethylbicyclo[2.2.1]heptan-2-yl)amino)oct-1-yn-1-yl)quinazolin-3(4H)-yl)piperidine-2,6-dione